(S)-3-METHYL-N-(1-OXO-3-PHENYLPROPAN-2-YL)-1-PHENYL-1H-PYRAZOLE-5-CARBOXAMIDE CC1=NN(C(=C1)C(=O)N[C@H](C=O)CC1=CC=CC=C1)C1=CC=CC=C1